6-[4-[3-(7-methyl-4-oxo-3H-quinazolin-2-yl)propionyl]piperazin-1-yl]pyridine-3-carbonitrile CC1=CC=C2C(NC(=NC2=C1)CCC(=O)N1CCN(CC1)C1=CC=C(C=N1)C#N)=O